benzylsulfinylpyridine C(C1=CC=CC=C1)S(=O)C1=NC=CC=C1